NC1=C(C(=NN1C(C(F)(F)F)C)C1=CC=C(C=C1)CC(=O)O)C#N 2-[4-[5-Amino-4-cyano-1-(2,2,2-trifluoro-1-methylethyl)pyrazol-3-yl]phenyl]acetic acid